O1C(=CC2=C1C=CC=C2)C(N2CCN(CC2)C2=C(C=CC=C2C)C)C2=NN=NN2CCCC 1-(benzofuran-2-yl(1-butyl-1H-tetrazol-5-yl)methyl)-4-(2,6-dimethylphenyl)piperazine